C(CCCC)NC=1C(=CC=CC1)C N-pentyl-toluidine